(1-((6-chloro-3-((1-ethylpiperidin-4-yl)ethynyl)-1H-pyrazolo[4,3-c]pyridin-1-yl)methyl)cyclopentyl)methanol ClC1=CC2=C(C=N1)C(=NN2CC2(CCCC2)CO)C#CC2CCN(CC2)CC